BrC=1C=C(C=CC1)C1(CCOCC1)CNC1=CN=CC=2N1N=CN2 N-[[4-(3-bromophenyl)tetrahydro-2H-pyran-4-yl]methyl]-[1,2,4]triazolo[1,5-a]pyrazin-5-amine